C(C)ON1CC(C(C1=O)=O)C(=O)OC methyl 1-ethoxy-4,5-dioxo-3-pyrrolidinecarboxylate